N1C(=NC2=C1C=CC=C2)C2=C(C=C(C=C2)Cl)C=2C(=CC(=CC2)C(NC(C2=CC=CC=C2)C2CC2)=O)C(=O)O 2'-(1H-1,3-benzodiazol-2-yl)-5'-chloro-4-{[cyclopropyl-(phenyl)methyl]carbamoyl}-[1,1'-biphenyl]-2-carboxylic acid